CC1(C2(OCCO2)CCC2(C1)OCC(C2)O)C 6,6-dimethyl-1,4,9-trioxadispiro[4.2.4.2]tetradecan-11-ol